OC1=C2C(=NC(=N1)C(=O)O)N(N=C2)C(C)C 4-hydroxy-1-isopropyl-1H-pyrazolo[3,4-d]pyrimidine-6-carboxylic acid